2-(4-fluoro-2,6-diisopropylphenyl)-N-(5-(2-hydroxy-prop-2-yl)thiazole-2-sulfonylimino)acetamide FC1=CC(=C(C(=C1)C(C)C)CC(=O)N=NS(=O)(=O)C=1SC(=CN1)C(C)(C)O)C(C)C